C1[C@H](NC1=O)C(=O)OCC2=CC=CC=C2 benzyl (S)-(-)-4-oxo-2-azetidinecarboxylate